(1aR,7bS)-2-hydroxy-5-{[1-(2-methyl-L-seryl)azetidin-3-yl]oxy}-1,1a,2,7b-tetrahydrocyclopropa[c][1,2]benzoxaborinine-4-carboxylic acid OB1OC2=C([C@@H]3[C@H]1C3)C=CC(=C2C(=O)O)OC2CN(C2)C([C@@](N)(CO)C)=O